6-Chloro-2-cyclopentyl-4-(1,3-dimethyl-1H-pyrazol-4-yl)-1-oxo-1,2-dihydroisoquinoline-3-carboxylic Acid ClC=1C=C2C(=C(N(C(C2=CC1)=O)C1CCCC1)C(=O)O)C=1C(=NN(C1)C)C